ClC1=C(C(=CC(=C1)Cl)F)NC=1N(C2=NC(=NC=C2N1)NC1CCOCC1)C1CCC(CC1)C(=O)N (1s,4s)-4-(8-(2,4-dichloro-6-fluorophenylamino)-2-(tetrahydro-2H-pyran-4-ylamino)-9H-purin-9-yl)cyclohexanecarboxamide